C(C)(C)(C)NC1=CC=C(C=C1)[N+](=O)[O-] N-(tert-butyl)-4-nitroaniline